1-[2-(3-ethoxy-5-methyl-pyrazol-1-yl)-6-[5-[(6-methylpyridazin-3-yl)amino]benzimidazol-1-yl]-3-pyridyl]ethanone C(C)OC1=NN(C(=C1)C)C1=NC(=CC=C1C(C)=O)N1C=NC2=C1C=CC(=C2)NC=2N=NC(=CC2)C